N[C@H](C(=O)NCCOCCN1C(C=CC1=O)=O)CCN(C(CO)=O)[C@H](C(C)(C)C)C=1N(C=C(C1)C1=C(C=CC(=C1)F)F)CC1=CC=CC=C1 (2S)-2-amino-4-[{(1R)-1-[1-benzyl-4-(2,5-difluorophenyl)-1H-pyrrol-2-yl]-2,2-dimethylpropyl}(glycoloyl)amino]-N-{2-[2-(2,5-dioxo-2,5-dihydro-1H-pyrrol-1-yl)ethoxy]ethyl}butanamid